N(P(OC)(O)=O)P(OC)(O)=O iminodi(methylphosphonic acid)